phenyl 1-((4-(4-chloro-3,5-dimethylphenoxy)phenyl) sulfonyl)-1,2,3,4-tetrahydroquinoline-6-carboxylate ClC1=C(C=C(OC2=CC=C(C=C2)S(=O)(=O)N2CCCC3=CC(=CC=C23)C(=O)OC2=CC=CC=C2)C=C1C)C